methyl-(3-dimethyl(trimethylsiloxy)silyl-propyl)ether COCCC[Si](O[Si](C)(C)C)(C)C